2,3-diphenylmaleic anhydride C1(=CC=CC=C1)/C=1/C(=O)OC(\C1\C1=CC=CC=C1)=O